3-[tert-butyl(diphenyl)silyl]oxy-2-(methylamino)propan-1-ol [Si](C1=CC=CC=C1)(C1=CC=CC=C1)(C(C)(C)C)OCC(CO)NC